6-(5-chloro-2-fluorophenyl)-3-{[(2,2-dimethyl-1,3-dioxan-4-yl)methyl]sulfanyl}pyridazin-4-amine ClC=1C=CC(=C(C1)C1=CC(=C(N=N1)SCC1OC(OCC1)(C)C)N)F